4-cyano-N-((1S)-1-cyclohexyl-2-((2-(methylcarbamoyl)-2-(6-oxo-5,7-diazaspiro[2.5]octan-5-yl)-2,3-dihydro-1H-inden-5-yl)amino)-2-oxoethyl)-1-methyl-1H-pyrrole-2-carboxamide C(#N)C=1C=C(N(C1)C)C(=O)N[C@H](C(=O)NC=1C=C2CC(CC2=CC1)(N1CC2(CC2)CNC1=O)C(NC)=O)C1CCCCC1